1-[(2,4-dichloropyrimidin-5-yl)methyl]piperidin-3-ol ClC1=NC=C(C(=N1)Cl)CN1CC(CCC1)O